CC1=CC=C(C=C1)S(=O)(=O)C=1OC(=CC1)[N+](=O)[O-] (4-methylphenyl)sulfonyl-5-nitrofuran